2''-ethynyldispiro[[1,3]dioxolane-2,1'-cyclohexane-4',1''-indene] C(#C)C=1C2(C3=CC=CC=C3C1)CCC1(CC2)OCCO1